N-isopropyl-N-cyclopropyl-amine C(C)(C)NC1CC1